BrC1=NO[C@@H](C1)[C@@H]1CN(CCC1)CC1=CC(=CC=C1)C(F)(F)F (5S)-3-bromo-5-[(3S)-1-[[3-(trifluoromethyl)phenyl]methyl]-3-piperidyl]-4,5-dihydroisoxazole